(1aRS,7bSR)-5-{2-[((R)-1-ethylpyrrolidin-3-ylmethyl)amino]-benzenesulfonylamino}-1,1a,2,7b-tetrahydrocyclopropa-[c]benzopyran-4-carboxylic acid C(C)N1C[C@H](CC1)CNC1=C(C=CC=C1)S(=O)(=O)NC1=C(C2=C([C@@H]3[C@H](CO2)C3)C=C1)C(=O)O |&1:23,24|